C(C)(C)(C)C1=CC=C(C=C1)NC=1C=CC2=C(OC3=C2C=CC=C3)C1 N-(4-(tert-butyl)phenyl)dibenzofuran-3-amine